(R)-N-((S)-6-fluoro-11-oxo-2,3,10,11-tetrahydro-1H,5H-benzo[d]pyrazolo[1,2-a][1,2]diazepin-10-yl)-3-(5-fluoro-7-methyl-1H-benzo[d]imidazol-2-yl)-2-methylpropanamide FC1=CC=CC2=C1CN1N(C([C@H]2NC([C@@H](CC2=NC3=C(N2)C(=CC(=C3)F)C)C)=O)=O)CCC1